FC(OC=1C=C(C(=O)O)C=CC1C1=NC=CC2=C1CN(C2=O)C2=CC=C(C=C2)F)F 3-(difluoromethoxy)-4-[2-(4-fluorophenyl)-1-oxo-2,3-dihydro-1H-pyrrolo[3,4-c]pyridin-4-yl]benzoic acid